N-(2-chloro-4-(6,7-dimethoxy-4-quinolyl)oxyphenyl)-N'-(5-methyl-3-isoxazolyl)urea monohydrochloric acid salt monohydrate O.Cl.ClC1=C(C=CC(=C1)OC1=CC=NC2=CC(=C(C=C12)OC)OC)NC(=O)NC1=NOC(=C1)C